4-(1-methylethyl)-3-thiomorpholinone CC(C)N1C(CSCC1)=O